8-((1H-indol-5-yl)sulfonyl)-5-chloro-3-hydroxyquinazoline-2,4(1H,3H)-dione N1C=CC2=CC(=CC=C12)S(=O)(=O)C=1C=CC(=C2C(N(C(NC12)=O)O)=O)Cl